Cl.N[C@@H](C)C1=C(C2=NC(=CC(=C2S1)NCC=1OC=CC1)Cl)C 2-[(1S)-1-aminoethyl]-5-chloro-N-[(furan-2-yl)methyl]-3-methylthieno[3,2-b]pyridin-7-amine hydrochloride